tert-butyl 3-fluoro-3-[(methanesulfonyloxy)methyl]azetidine-1-carboxylate FC1(CN(C1)C(=O)OC(C)(C)C)COS(=O)(=O)C